C1(CCCCC1)C(C)(C(C)(C)C1CCCCC1)C 2,3-dicyclohexyl-2,3-dimethylbutane